sodium silicat [Si]([O-])([O-])([O-])[O-].[Na+].[Na+].[Na+].[Na+]